1-(3-(((1R,4R,5S)-4-hydroxy-2-methyl-3-oxo-2-azabicyclo[3.1.0]hex-4-yl)ethynyl)phenyl)-7-methoxyimidazo[1,5-a]pyridine-3-carboxamide O[C@@]1(C(N([C@@H]2C[C@H]12)C)=O)C#CC=1C=C(C=CC1)C=1N=C(N2C1C=C(C=C2)OC)C(=O)N